2-chloro-5-[1-[2-chloro-4-[1,2,2,2-tetrafluoro-1-(trifluoromethyl)ethyl]-6-(trifluoromethyl)phenyl]pyrazol-4-yl]-N-cyclopropylbenzamide ClC1=C(C(=O)NC2CC2)C=C(C=C1)C=1C=NN(C1)C1=C(C=C(C=C1C(F)(F)F)C(C(F)(F)F)(C(F)(F)F)F)Cl